OCC1=CC=C(CO)O1 5-(Hydroxymethyl)-furfurol